OCCOCCOCCOCCOCCOCCCC(=O)OC(C)(C)C tert-butyl 1-hydroxy-3,6,9,12,15-pentaoxaoctadecane-18-carboxylate